FC1=C(C(=O)C2=C(C=NC=C2)C(=O)OC(C)(C)C)C(=CC(=C1)C(F)(F)F)OC tert-butyl 4-[2-fluoro-6-methoxy-4-(trifluoromethyl)benzoyl]pyridine-3-carboxylate